(2R,4R)-4-[[(2S)-2-amino-3-hydroxy-3-methyl-butanoyl]amino]-2-(4-boronobutyl)pyrrolidine-2-carboxylic acid N[C@H](C(=O)N[C@@H]1C[C@@](NC1)(C(=O)O)CCCCB(O)O)C(C)(C)O